tert-butyl (1R,4R)-5-[2-[4-(4-chlorophenyl)-5-(4-pyridyl)imidazol-1-yl]acetyl]-2,5-diazabicyclo[2.2.1]heptane-2-carboxylate ClC1=CC=C(C=C1)C=1N=CN(C1C1=CC=NC=C1)CC(=O)N1[C@H]2CN([C@@H](C1)C2)C(=O)OC(C)(C)C